5-((1-((3-ethyl-2,4-dioxo-1,2,3,4-tetrahydrothieno[3,2-d]pyrimidin-6-yl)methyl)azetidin-3-yl)oxy)-6-fluoro-N-methylpicolinamide C(C)N1C(NC2=C(C1=O)SC(=C2)CN2CC(C2)OC=2C=CC(=NC2F)C(=O)NC)=O